1-[3-(trifluoromethyl)phenyl]piperazine FC(C=1C=C(C=CC1)N1CCNCC1)(F)F